tert-butyl (2-(2-(2-ethyl-4-(1-methyl-5-(1-methyl-3-(trifluoromethyl)-1H-pyrazol-4-yl)-1H-imidazole-2-carboxamido)benzamido)ethoxy)ethyl)carbamate C(C)C1=C(C(=O)NCCOCCNC(OC(C)(C)C)=O)C=CC(=C1)NC(=O)C=1N(C(=CN1)C=1C(=NN(C1)C)C(F)(F)F)C